NC=1C=2N(C3=CC(=CC=C3N1)C(=O)N(C)[C@@H]1COC3=C1C=CC(=C3)P(=O)(C)C)C=NC2 (S)-4-amino-N-(6-(dimethylphosphoryl)-2,3-dihydrobenzofuran-3-yl)-N-methylimidazo[1,5-a]quinoxaline-8-carboxamide